(R)-4-chloro-N-(6,7-dihydro-5H-cyclopenta[b]pyridin-5-yl)phthalazine-1-amine ClC1=NN=C(C2=CC=CC=C12)N[C@@H]1CCC2=NC=CC=C21